Isopropyl-2-methyl-5H-pyrazolo[3,4-d]pyridazin-4-one C(C)(C)C=1N(N=C2C=NNC(C21)=O)C